methyl 2-(3-(N,N-bis(4-methoxybenzyl)sulfamoyl)-4-fluoro-5-(4-methylpiperazine-1-carbonyl)-1H-pyrazol-1-yl)-2-methylpropanoate COC1=CC=C(CN(S(=O)(=O)C2=NN(C(=C2F)C(=O)N2CCN(CC2)C)C(C(=O)OC)(C)C)CC2=CC=C(C=C2)OC)C=C1